CC1(CCC=2C(=NNC2C1)C1=NC=2C(=NC=C(C2)N(C(CC(C)(C)C)=O)C)N1)C N-(2-(6,6-Dimethyl-4,5,6,7-tetrahydro-1H-indazol-3-yl)-3H-imidazo[4,5-b]pyridin-6-yl)-N,3,3-trimethylbutanamide